4-(1-(tert-butoxycarbonyl)-1H-indol-3-yl)-2-morpholino-5,8-dihydropyrido[3,4-d]pyrimidine-7(6H)-carboxylic acid tert-butyl ester C(C)(C)(C)OC(=O)N1CC=2N=C(N=C(C2CC1)C1=CN(C2=CC=CC=C12)C(=O)OC(C)(C)C)N1CCOCC1